CC1=C(C(NC2=NC=CC=C12)=O)C(\C=C\C1=CC=C(C=C1)C)=O (E)-4-methyl-3-(3-(p-tolyl)acryloyl)-1,8-naphthyridin-2(1H)-one